ClC=1C=C2C(=NC(=NN2C1)C=1C(=NC=NC1OC)C1CC1)NCC1=CC=C(C=C1)C=1N(C=C(N1)C(F)(F)F)C(C)C 6-chloro-2-(4-cyclopropyl-6-methoxypyrimidin-5-yl)-N-(4-(1-isopropyl-4-(trifluoromethyl)-1H-imidazol-2-yl)benzyl)pyrrolo[2,1-f][1,2,4]triazin-4-amine